ClC1=C(C=CC=C1OC)C(=O)N1C[C@H]2CO[C@@](CN2CC1)(C1=C(C(=C(C=C1)F)F)F)O (2-chloro-3-methoxyphenyl)((3R,9aS)-3-hydroxy-3-(2,3,4-trifluorophenyl)hexahydropyrazino[2,1-c][1,4]oxazin-8(1H)-yl)methanone